Zinc tosylate salt hydrate O.S(=O)(=O)([O-])C1=CC=C(C)C=C1.[Zn+2].S(=O)(=O)([O-])C1=CC=C(C)C=C1